(2S)-2-(2-(4-bromophenyl)-4-(4-fluorophenyl)oxazol-5-yl)-3-(2-(2-oxoindolin-6-yl)ethyl)oxazolid BrC1=CC=C(C=C1)C=1OC(=C(N1)C1=CC=C(C=C1)F)[C-]1OC=CN1CCC1=CC=C2CC(NC2=C1)=O